FC1=CC=C(CN2C(=NC=3N(C(N(C(C23)=O)CCCO)=O)C)OC2=C(C=CC=C2)OC(F)(F)F)C=C1 7-(4-fluorobenzyl)-1-(3-hydroxypropyl)-3-methyl-8-(2-(trifluoromethoxy)phenoxy)-1H-purine-2,6(3H,7H)-dione